tris-(2-hydroxyethyl)methylammonium ethyl-3-cyclopropyl-6-(4,5-dichloro-2-fluorophenyl)-4-oxo-4,5-dihydropyrazolo-[1,5-a]pyrazine-2-carboxylate C(C)OC(=O)C1=NN2C(C(NC(=C2)C2=C(C=C(C(=C2)Cl)Cl)F)=O)=C1C1CC1.OCC[N+](C)(CCO)CCO